tert-butyl N-[2-[[2,3-difluoro-4-(2-fluoro-4-iodoanilino)-5-(2-hydroxyethoxycarbamoyl) phenyl]methyl-methoxyamino]-2-oxoethyl]-N-(methylsulfamoyl)carbamate FC1=C(C=C(C(=C1F)NC1=C(C=C(C=C1)I)F)C(NOCCO)=O)CN(C(CN(C(OC(C)(C)C)=O)S(NC)(=O)=O)=O)OC